ClC1=CC=C(C=C1)C1=NC2=C(N1[C@H](C(=O)NC1CCC(CC1)(F)F)C1CCCCC1)C=CC=C2 (S)-2-[2-(4-chloro-phenyl)-benzimidazol-1-yl]-2-cyclohexyl-N-(4,4-difluoro-cyclohexyl)-acetamide